C1(CC1)C=1C(=NC(=NC1C=1N=CN(C1)C)N(C)C1=C(C=C(C=C1)S(=O)(=O)C)F)NC1=NNC(=C1)C 5-cyclopropyl-N2-(2-fluoro-4-(methylsulfonyl)phenyl)-N2-methyl-6-(1-methyl-1H-imidazol-4-yl)-N4-(5-methyl-1H-pyrazol-3-yl)pyrimidine-2,4-diamine